trans-3-amino-1-methyl-3-[4-(3-phenyl-5H-imidazo[1,2-c]pyrido[3,4-e][1,3]oxazin-2-yl)phenyl]-cyclobutanol hydrochloride Cl.NC1(CC(C1)(O)C)C1=CC=C(C=C1)C=1N=C2N(COC3=C2C=NC=C3)C1C1=CC=CC=C1